O1CCC2=C1C=CC(=C2)NC2=NC=C(C(=N2)N2C=C(C=C2)C(=O)NC(CO)C2=CC=CC=C2)C 1-(2-((2,3-dihydrobenzofuran-5-yl)amino)-5-methylpyrimidin-4-yl)-N-(2-hydroxy-1-phenylethyl)-1H-pyrrole-3-carboxamide